FC=1C(=C(C=CC1F)[C@H]1[C@H](O[C@]([C@H]1C)(C(F)(F)F)C)O)OC (2S,3S,4s,5R)-3-(3,4-difluoro-2-methoxyphenyl)-4,5-dimethyl-5-(trifluoromethyl)tetrahydrofuran-2-ol